N-isopropyl-glycinamide C(C)(C)NC(CN)=O